C(C=C)(=O)N1C[C@@H](N(C[C@H]1C)C1=NC(N2C3=C(C(=C(C=C13)Cl)C1=C(C=C(C=C1)F)F)OC[C@@H]2CN2CCN(CC2)C)=O)C (3S)-7-((2S,5R)-4-acryloyl-2,5-dimethylpiperazin-1-yl)-9-chloro-10-(2,4-difluorophenyl)-3-((4-methylpiperazin-1-yl)methyl)-2,3-dihydro-5H-[1,4]oxazino[2,3,4-ij]quinazolin-5-one